Cl.CC=1C=C(C=C2C(NC(=NC12)C=1C=C2C(=CN1)SC=C2)=O)CCN2CC(N(CC2)C)=O 8-methyl-6-[2-(4-methyl-3-oxo-piperazin-1-yl)ethyl]-2-thieno[2,3-c]pyridin-5-yl-3H-quinazolin-4-one hydrochloride